C(CCCCCCC\C=C/CCCCCCCC)C(C(=O)O)CCCCCC\C=C/CCCCCCCC.C(CCCCCCC\C=C/CCCCCCCC)(=O)OCCCCCCCC\C=C/CCCCCCCC oleyl oleate (oleyl oleate)